(S)-7'-(4-(6-(Trifluoromethyl)imidazo[1,2-b]pyridazin-3-yl)pyridin-2-yl)tetrahydrospiro[cyclopropane-1,1'-oxazolo[3,4-a]pyrazin]-3'(5'H)-one FC(C=1C=CC=2N(N1)C(=CN2)C2=CC(=NC=C2)N2C[C@@H]1N(CC2)C(OC12CC2)=O)(F)F